N-[5-[[(5-tert-Butyloxazol-2-yl)methyl]thio]thiazol-2-yl]piperidine-4-carboxamide C(C)(C)(C)C1=CN=C(O1)CSC1=CN=C(S1)NC(=O)C1CCNCC1